FC=1C(=C(C=CC1)N(C(OC(C)(C)C)=O)C=1C=NC2=CC=CC=C2C1)N1N=CC=C1C(C)(C)O tert-butyl {3-fluoro-2-[5-(2-hydroxypropan-2-yl)-1H-pyrazol-1-yl]phenyl}quinolin-3-ylcarbamate